CN(C=1C=C(OCCOC=2C=CC(=NC2)N(CC2=CC=C(C=C2)N2CCOCC2)CC2=CC(=CC=C2)OC)C=CC1)C 5-(2-(3-(dimethylamino)phenoxy)ethoxy)-N-(3-methoxybenzyl)-N-(4-morpholinobenzyl)pyridin-2-amine